(R)-3-((1-(4-fluorophenyl)-4a-picolinoyl-4a,5,7,8-tetrahydro-1H-pyrazolo[3,4-g]isoquinolin-6(4H)-yl)sulfonyl)benzoic acid FC1=CC=C(C=C1)N1N=CC2=C1C=C1CCN(C[C@]1(C2)C(C2=NC=CC=C2)=O)S(=O)(=O)C=2C=C(C(=O)O)C=CC2